O[C@H](CO)C1=CC=CC(=N1)C1=CC=C(C=C1)NS(=O)(=O)C1=CC=C(C=C1)F (S)-N-(4-(6-(1,2-dihydroxyethyl)pyridin-2-yl)phenyl)-4-fluorobenzenesulfonamide